methyl 2-(1-(3,5-dimethyl-4-(4-(trifluoromethyl)-1H-pyrazol-1-yl) phenyl) butyl)-2H-imidazole-5-carboxylate CC=1C=C(C=C(C1N1N=CC(=C1)C(F)(F)F)C)C(CCC)C1N=C(C=N1)C(=O)OC